CC1(CCC(N1)=O)CCC(N1CC(C1)C1=CC=C(C=C1)C1(CC1)C(F)(F)F)=O (+)-5-Methyl-5-[3-oxo-3-[3-[4-[1-(trifluoromethyl)cyclopropyl]phenyl]azetidin-1-yl]propyl]pyrrolidin-2-one